FC1=CC2=C(NC3=C(C=C2)C=CC=C3)C=C1 2-fluoro-5H-dibenzo[b,f]azepine